(S)-3-(5H-Imidazo[5,1-a]isoindol-5-yl)oxetan-3-ol C=1N=CN2C1C1=CC=CC=C1[C@H]2C2(COC2)O